BrC=1C=C2CC[C@@H](C2=CC1)NC(C)=O N-[(1S)-5-bromo-2,3-dihydro-1H-inden-1-yl]acetamide